2-amino-9-((2r,3r,5s)-3-hydroxy-5-((S)-1-hydroxypropyl)tetrahydrofuran-2-yl)-7-(prop-1,2-dien-1-yl)-7,9-dihydro-8H-purin-8-one NC1=NC=C2N(C(N(C2=N1)[C@@H]1O[C@@H](C[C@H]1O)[C@H](CC)O)=O)C=C=C